(S)-2'-methyl-4-(3-(5-(trifluoromethyl)pyridin-2-yloxy)pyrrolidin-1-yl)biphenyl-3-carbaldehyde CC1=C(C=CC=C1)C1=CC(=C(C=C1)N1C[C@H](CC1)OC1=NC=C(C=C1)C(F)(F)F)C=O